N-(5-bromo-2-chloropyrimidin-4-yl)-2-fluoro-6-methoxybenzamide BrC=1C(=NC(=NC1)Cl)NC(C1=C(C=CC=C1OC)F)=O